FC1=C(C=C(OC2=CC(=NC=C2)C(=O)NC)C=C1)NC(=O)C1=NN(C(=C1)S(=O)C)C1=CC=C(C=C1)F 4-(4-fluoro-3-(1-(4-fluorophenyl)-5-(methylsulfinyl)-1H-pyrazole-3-carboxamido)phenoxy)-N-methylpicolinamide